3-[(E)-1-[4-(3,5-dioxo-1,2,4-triazol-4-yl)phenyl]ethylideneamino]oxypropyl-trimethylazanium O=C1N=NC(N1C1=CC=C(C=C1)\C(\C)=N\OCCC[N+](C)(C)C)=O